C12(CC(C1)C2)NC[C@@H](C2CCCCC2)NS(=O)(=O)C2=C(C=C(C(=C2)OC)Br)Br (R)-N-(2-(bicyclo[1.1.1]pentan-1-ylamino)-1-cyclohexylethyl)-2,4-dibromo-5-methoxybenzenesulfonamide